((6-(isopropyl(methyl)amino)-1-oxo-2-(6-(5-oxo-6-oxa-4-azaspiro[2.4]heptane-4-yl)pyridin-2-yl)-2,3-dihydro-1H-pyrrolo[3,4-c]pyridin-4-yl)methyl)tert-butyl carbamate C(N)(OC(CCC1=NC(=CC2=C1CN(C2=O)C2=NC(=CC=C2)N2C1(CC1)COC2=O)N(C)C(C)C)(C)C)=O